1-phenyl-3-{[3-(thiophen-2-yl)-1,2,4-oxadiazol-5-yl]methyl}urea C1(=CC=CC=C1)NC(=O)NCC1=NC(=NO1)C=1SC=CC1